N,2-dimethyl-N-(4-diethylaminophenyl)quinolin-4-amine CN(C1=CC(=NC2=CC=CC=C12)C)C1=CC=C(C=C1)N(CC)CC